tert-Butyl N-[(1S)-1-[4-[4-(acetamidomethyl)thiazol-5-yl]phenyl]ethyl]carbamate C(C)(=O)NCC=1N=CSC1C1=CC=C(C=C1)[C@H](C)NC(OC(C)(C)C)=O